8-(1,1-difluoro-5-(4-(6-fluorobenzo[d]isoxazol-3-yl)piperidin-1-yl)pentyl)-5,6-dihydro-1H-pyrrolo[3,2,1-ij]quinolin-4(2H)-one FC(CCCCN1CCC(CC1)C1=NOC2=C1C=CC(=C2)F)(F)C=2C=C1CCC(N3C1=C(C2)CC3)=O